C1(CC1)OC=1C=C(C=CC1)N1C2=NC(=NC(=C2N=C1)NN=CC1=CC(=CC=C1)C)N1CCOCC1 4-(9-(3-cyclopropoxyphenyl)-6-(2-(3-methylbenzylidene)hydrazinyl)-9H-purin-2-yl)morpholine